ClC=1C=C(C=CC1)[C@H]1C[C@H](C1)NC(=O)C=1C=NN(C1)CC=1C=NC(=NC1)N1[C@@H](CCC1)C=O N-((cis)-3-(3-chlorophenyl)cyclobutyl)-1-((2-((S)-2-formylpyrrolidin-1-yl)pyrimidin-5-yl)methyl)-1H-pyrazole-4-carboxamide